ClC1=C(C=CC(=C1)F)N1CN(C(C2=CC=C(C=C12)C(F)(F)F)=O)C1=CNC(C=C1)=O 1-(2-chloro-4-fluorophenyl)-3-(6-oxo-1,6-dihydropyridin-3-yl)-7-(trifluoromethyl)-2,3-dihydroquinazolin-4(1H)-one